O1C(OC(C1)N1C=CC2=CC=CC=C12)=O N-(dioxolanonyl)indole